3,4-dimethylthiazolinium-2-carboxylate C[N+]1=C(SCC1C)C(=O)[O-]